4-chloro-7-methoxy-6-((2-(3-methylpyridin-4-yl)propan-2-yl)oxy)quinazoline ClC1=NC=NC2=CC(=C(C=C12)OC(C)(C)C1=C(C=NC=C1)C)OC